C(=O)(O)COC1=CC=C(C=C1)SC1=CC=C(OCC(=O)O)C=C1 2-[4-[4-(carboxymethoxy)phenyl]sulfanylphenoxy]acetic acid